2-[(benzyloxy)methyl]-4,5-dichloro-2,3-dihydropyridazin-3-one C(C1=CC=CC=C1)OCN1N=CC(=C(C1=O)Cl)Cl